Methyl 3-(hydroxymethyl)bicyclo[1.1.1]pentane-1-carboxylate OCC12CC(C1)(C2)C(=O)OC